N(=[N+]=[N-])C1C(N(C=2N(CC1)C(=CN2)C)C)=O 7-azido-3,9-dimethyl-6,7-dihydro-5H-imidazo[1,2-a][1,3]diazepin-8(9H)-one